7-hydroxy-3,4-dihydro-1H-2lambda6,1,3-benzothiadiazine-2,2-dione OC1=CC2=C(CNS(N2)(=O)=O)C=C1